(2E)-3-(1-methyl-1H-pyrazol-4-yl)prop-2-enoic acid tert-butyl ester C(C)(C)(C)OC(\C=C\C=1C=NN(C1)C)=O